bis(1-adamantyl)-isopropylphosphine C12(CC3CC(CC(C1)C3)C2)P(C(C)C)C23CC1CC(CC(C2)C1)C3